CN1CC2N(C(C1)C2)C2=CC=CC(=N2)NC2=CC1=C(C=N2)SC(=N1)C1=NC=CC=C1C 6-{3-Methyl-3,6-diazabicyclo[3.1.1]heptan-6-yl}-N-[2-(3-methylpyridin-2-yl)-[1,3]thiazolo[5,4-c]pyridin-6-yl]pyridin-2-amine